2,2-difluoro-N-(3-hydroxypyridin-2-yl)benzo[d][1,3]dioxole-5-carboxamide FC1(OC2=C(O1)C=CC(=C2)C(=O)NC2=NC=CC=C2O)F